12,15,18,21,24-triacontapentaenoic acid C(CCCCCCCCCCC=CCC=CCC=CCC=CCC=CCCCCC)(=O)O